C(C(C)C)[AlH2] iso-butyl-aluminum di-hydride